(S)-2-((11-(N-(1-(carboxymethyl)-6-oxo-1,6-dihydropyridin-3-yl)-1-(isoquinolin-4-yl)piperidine-3-carboxamido)undecyl)carbamoyl)benzoic acid C(=O)(O)CN1C=C(C=CC1=O)N(C(=O)[C@@H]1CN(CCC1)C1=CN=CC2=CC=CC=C12)CCCCCCCCCCCNC(=O)C1=C(C(=O)O)C=CC=C1